COC1=CC=C(C=C1)N1NC(=CC1C1=CC=C(C=C1)OC)C=CC1=CC=C(C=C1)OC 1,5-bis-(4-methoxyphenyl)-3-(4-methoxystyryl)-pyrazoline